C1(=CC(=CC=C1)C(CC1=C(C(=C(C(=C1)C)O)C)C)C)C(CC1=C(C(=C(C(=C1)C)O)C)C)C 4'-[1,3-phenylenedi(1-methylethylene)]bis[2,3,6-trimethylphenol]